piperidine-1-oxynitroxyl N1(CCCCC1)ON=O